C(C)N1CC=2N=CC(=C(C3=CN4C(C(OCCCC[C@@H](NC1=O)CCC(F)(F)F)=N3)=NC=C4)C2)OC (16R)-13-ethyl-8-methoxy-16-(3,3,3-trifluoropropyl)-12,13,15,16,17,18,19,20-octahydro-14H-6,22-(azeno)-11,7-(metheno)imidazo[2,1-c][1,4,10,13,15]oxatetra-azacycloicosin-14-one